vinyl-dodecyl-trimethylsilane C(=C)C[Si](C)(C)CCCCCCCCCCCC